C(C)(C)(C)OC(=O)N1CCC(CC1)C=1C=C2C(=NC(=NC2=CC1OC)C)O 4-(4-hydroxy-7-methoxy-2-methyl-quinazoline-6-yl)piperidine-1-carboxylic acid tert-butyl ester